[2H]C(CCCCC(=O)OCC)(C#C)[2H] ethyl 6,6-dideuterooct-7-ynoate